tert-butyl 4-[3-cyano-2-(trifluoromethyl) phenoxy]-5H,6H,7H,8H-pyrido[3,4-d]pyrimidine-7-carboxylate C(#N)C=1C(=C(OC=2C3=C(N=CN2)CN(CC3)C(=O)OC(C)(C)C)C=CC1)C(F)(F)F